O=C1NC(CCC1N1C(N(C2=C1C=CC(=C2)C=2CCN(CC2)C(=O)OC(C)(C)C)C(C)C)=O)=O tert-butyl 4-[1-(2,6-dioxo-3-piperidyl)-3-isopropyl-2-oxo-benzimidazol-5-yl]-3,6-dihydro-2H-pyridine-1-carboxylate